N-[4-[(7-Ethyl-1,5-naphthyridin-4-yl)oxy]-3-fluorophenyl]-5-(4-fluoro-2-methylphenyl)-4-hydroxy-6-methylpyridine-3-carboxamide C(C)C1=CN=C2C(=CC=NC2=C1)OC1=C(C=C(C=C1)NC(=O)C=1C=NC(=C(C1O)C1=C(C=C(C=C1)F)C)C)F